N1,N4-dimethyl-N1-(piperidin-4-yl)-N4-(1H-pyrazol-4-yl)-terephthalamide CN(C(C1=CC=C(C(=O)N(C=2C=NNC2)C)C=C1)=O)C1CCNCC1